C(C)OC(=O)C=1SC2=C(C1C)C=C(C=C2)S(N(CCC2=CC(=CC=C2)OC)C2=C(C=CC=C2)N2CCN(CC2)C(=O)C=2SC=CC2Br)(=O)=O 5-(N-(2-(4-(3-bromothiophene-2-carbonyl)piperazin-1-yl)phenyl)-N-(3-methoxyphenylethyl)sulfamoyl)-3-methylbenzothiophene-2-carboxylic acid ethyl ester